OCC(C(=O)N[C@@H](CC(=O)OCC)C=1C=NC(=CC1)OC)CCCCC=C (3S)-Ethyl 3-(2-(hydroxymethyl)oct-7-enamido)-3-(6-methoxypyridin-3-yl)propanoate